tert-butyl (1S,4S)-5-[4-[3-chloro-2-fluoro-4-(3-methyloxetan-3-yl)oxy-anilino]pyrido[3,2-d]pyrimidin-6-yl]-2,5-diazabicyclo[2.2.1]heptane-2-carboxylate ClC=1C(=C(NC=2C3=C(N=CN2)C=CC(=N3)N3[C@@H]2CN([C@H](C3)C2)C(=O)OC(C)(C)C)C=CC1OC1(COC1)C)F